O=C1N(CC=2C=C3C(=CC12)OCC31CCN(CC1)CC1=NC(=NC=C1)N1CCCC1)C1C(NC(CC1)=O)=O 3-(7-oxo-1'-((2-(pyrrolidin-1-yl)pyrimidin-4-yl)methyl)-5,7-dihydro-2H,6H-spiro[furo[2,3-f]isoindole-3,4'-piperidin]-6-yl)piperidine-2,6-dione